N[Zn] aminozinc